N-((R)-1-(4-(ethylsulfonyl)phenyl)-2-hydroxyethyl)-4-(1-methyl-4-(4-(trifluoromethyl)phenyl)pyrrolidin-2-yl)benzamide C(C)S(=O)(=O)C1=CC=C(C=C1)[C@H](CO)NC(C1=CC=C(C=C1)C1N(CC(C1)C1=CC=C(C=C1)C(F)(F)F)C)=O